ClC1=C(C=CC(=C1)Cl)C(=O)C1=C(C=C(C=C1)Cl)Cl (2,4-dichlorophenyl) ketone